((3-bromo-4,5-difluorophenyl)sulfonyl)-2,4-dichlorobenzamide BrC=1C=C(C=C(C1F)F)S(=O)(=O)C=1C(=C(C(=O)N)C=CC1Cl)Cl